4-(3,3-dimethylpiperazin-1-yl)-N-(8-fluoro-2-methylimidazo[1,2-a]pyridin-6-yl)-2,3-dihydro-1H-pyrrolo[2,3-b]pyridine-1-carboxamide CC1(CN(CCN1)C1=C2C(=NC=C1)N(CC2)C(=O)NC=2C=C(C=1N(C2)C=C(N1)C)F)C